(7R,8aS)-7-(2,3-dichloro-6-hydroxyphenyl)-2-(1H-imidazol-2-yl)-hexahydropyrrolo[1,2-a]pyrazin-4-one ClC1=C(C(=CC=C1Cl)O)[C@H]1C[C@@H]2N(C(CN(C2)C=2NC=CN2)=O)C1